(S)-N-{(R)-1-[2-(benzo[d]isoxazol-3-yl)phenyl]-2-methyl-2-(pyridin-2-yl)propyl}-2-methylpropane-2-sulfinamide O1N=C(C2=C1C=CC=C2)C2=C(C=CC=C2)[C@H](C(C)(C2=NC=CC=C2)C)N[S@@](=O)C(C)(C)C